C(C)(C)(C)OC(=O)N1CCN(CC1)C=1C(=C2C(=CN1)N(C(=C2C(C)C)B2OC(C(O2)(C)C)(C)C)C(=O)OC(C)(C)C)F tert-butyl 5-(4-(tert-butoxycarbonyl)piperazin-1-yl)-4-fluoro-3-isopropyl-2-(4,4,5,5-tetramethyl-1,3,2-dioxaborolan-2-yl)-1H-pyrrolo[2,3-c]pyridine-1-carboxylate